diammonium TFA salt [O-]C(=O)C(F)(F)F.[NH4+].[NH4+].[O-]C(=O)C(F)(F)F